(3-fluorophenyl)-5-[4-[(3-methyl-2-pyridyl)methyl]piperazin-1-yl]pyrazolo[1,5-a]pyrimidine-3-carbonitrile FC=1C=C(C=CC1)C1=NN2C(N=C(C=C2)N2CCN(CC2)CC2=NC=CC=C2C)=C1C#N